ClN1CCC(CC1)N1N=CC(=C1)CNC1=C2C(N(C(C2=CC=C1)=O)C1C(NC(CC1)=O)=O)=O 4-[[1-(1-chloro-4-piperidyl)pyrazol-4-yl]methylamino]-2-(2,6-dioxo-3-piperidyl)isoindoline-1,3-dione